phenyl bis[4-(2-methylbutan-2-yl)phenyl] phosphite P(OC1=CC=CC=C1)(OC1=CC=C(C=C1)C(C)(CC)C)OC1=CC=C(C=C1)C(C)(CC)C